ClC1=C(C(=C(C=C1OC)OC)Cl)C1=CC2=C(N=C(N=C2)N[C@@H]2COCC[C@@H]2NC(C=C)=O)C(=N1)N1CC(CC1)OC N-((3S,4S)-3-((6-(2,6-dichloro-3,5-dimethoxyphenyl)-8-(3-methoxy-pyrrolidin-1-yl)pyrido[3,4-d]pyrimidin-2-yl)amino)tetrahydro-2H-pyran-4-yl)acrylamide